4-METHYL-QUINOLINE CC1=CC=NC2=CC=CC=C12